ClC=1C(=CC(NC1)=O)C(F)(F)F 5-chloro-4-(trifluoromethyl)-1H-pyridin-2-one